ClC(=O)OCC(CC)C 2-methylbutyl chloroformate